C(C)(C)(C)N(C(O)=O)C1=C(C=CC(=C1)N1CCC(CC1)N(C)CCN(C)C)N.C1=CC=CC=2C3=CC=CC=C3N(C12)CC(=O)NN 2-(9H-carbazol-9-yl)acethydrazide tert-butyl-(2-amino-5-(4-((2-(dimethylamino)ethyl)(methyl)amino)piperidin-1-yl)phenyl)carbamate